3-Methyl-2-[7-methyl-2-[[(3R)-1-methyl-3-piperidyl]amino]oxazolo[4,5-b]pyridin-5-yl]-5-(trifluoromethyl)phenol CC=1C(=C(C=C(C1)C(F)(F)F)O)C1=CC(=C2C(=N1)N=C(O2)N[C@H]2CN(CCC2)C)C